4-(4-((1R,5S)-3,8-diazabicyclo[3.2.1]octan-3-yl)-2-((3-(fluoromethyl)tetrahydro-1H-pyrrolizin-7a(5H)-yl)methoxy)-5,8-dihydropyrido[3,4-d]pyrimidin-7(6H)-yl)-5-ethylnaphthalen-2-ol [C@H]12CN(C[C@H](CC1)N2)C=2C1=C(N=C(N2)OCC23CCCN3C(CC2)CF)CN(CC1)C1=CC(=CC2=CC=CC(=C12)CC)O